C(C)(C)(C)NC(C(C(C[C@H]1C(NCC1)=O)NC([C@H](CC1CC1)NC(\C=C\C1=C(C=C(C=C1)Cl)F)=O)=O)O)=O N-(tert-butyl)-3-((S)-2-((E)-3-(4-chloro-2-fluorophenyl)acrylamido)-3-cyclopropylpropanamido)-2-hydroxy-4-((S)-2-oxopyrrolidin-3-yl)butanamide